Cl.ClC=1C=C(C=CC1)C[C@@H]1NCC([C@@H]1NS(=O)(=O)CC)(F)F N-{(2S,3R)-2-[(3-chlorophenyl)methyl]-4,4-difluoropyrrolidin-3-yl}ethanesulfonamide hydrochloride